[4-(2-{5-[(1R,4R,7R)-7-amino-2-azabicyclo[2.2.1]heptane-2-carbonyl]-7-methoxy-1-methyl-1H-1,3-benzodiazol-2-yl}-1-(cyclopropylmethyl)-1H-pyrrolo[2,3-b]pyridin-6-yl)phenyl]urea N[C@H]1[C@@H]2N(C[C@H]1CC2)C(=O)C2=CC1=C(N(C(=N1)C1=CC=3C(=NC(=CC3)C3=CC=C(C=C3)NC(=O)N)N1CC1CC1)C)C(=C2)OC